2,4,5-trinitroimidazole ammonium salt [NH4+].[N+](=O)([O-])C=1NC(=C(N1)[N+](=O)[O-])[N+](=O)[O-]